C(N)(=O)C1=CC(=C(NC1=O)C(F)(F)F)C1=CC=C(OCC2CN(CC2)C(=O)OC(C)(C)C)C=C1 Tert-butyl 3-((4-(5-carbamoyl-6-oxo-2-(trifluoromethyl)-1,6-dihydropyridin-3-yl)phenoxy)methyl)pyrrolidine-1-carboxylate